quinazolinecarboxylate N1=C(N=CC2=CC=CC=C12)C(=O)[O-]